ClC1=NC=C(C(=O)NOC)C(=C1)NC=1C(N(C=CC1)C=1SC=CN1)=O 6-Chloro-N-methoxy-4-((2-oxo-1-(thiazol-2-yl)-1,2-dihydropyridin-3-yl)amino)nicotinamide